[R]-3-hydroxybutyrat O[C@@H](CC(=O)[O-])C